dinormalhexyl phthalate C(C=1C(C(=O)OCCCCCC)=CC=CC1)(=O)OCCCCCC